C(CCC)C1(CS(C2=C(N(C1)C1=CC=C(C=C1)NC(=O)OC)C=C(C(=C2)O/C=C/C(=O)OC)SC)(=O)=O)CCCC methyl (E)-3-((3,3-dibutyl-5-(4-((methoxycarbonyl)amino)phenyl)-7-(methylthio)-1,1-dioxido-2,3,4,5-tetrahydro-1,5-benzothiazepin-8-yl)oxy)acrylate